4-chloro-3-isopropyl-3H-imidazo[4,5-c]pyridine ClC1=NC=CC2=C1N(C=N2)C(C)C